ClC1=CC=C(C=C1)C1=CC(=CN=N1)C(=O)NCC=1C(=NC=C(C1)F)N1CCOCC1 6-(4-chlorophenyl)-N-[(5-fluoro-2-morpholino-3-pyridinyl)methyl]pyridazine-4-carboxamide